methyl 4-cyano-5-(piperidin-4-ylmethoxy)picolinate C(#N)C1=CC(=NC=C1OCC1CCNCC1)C(=O)OC